[Cu+2].CC1=CC=CC(=N1)C1=NC(=CC=C1)C.CC1=CC=CC(=N1)C1=NC(=CC=C1)C bis(6,6'-dimethyl-2,2'-bipyridine) copper (ii)